ethyl p-nitrophenylthio-phenylphosphonate [N+](=O)([O-])C1=CC(=C(C=C1)P(OCC)([O-])=O)SC1=CC=CC=C1